C(C1=CC=CC=C1)[C@H]1NC(SC1)=S (R)-4-benzylthiazolidine-2-thione